4-methyl-6-(3-(((R)-3-(4-methyl-1-oxo-1,3-dihydroisobenzofuran-5-yl)piperazin-1-yl)methyl)pyrrolidin-1-yl)pyridine-3-carbonitrile CC1=C(C=NC(=C1)N1CC(CC1)CN1C[C@H](NCC1)C=1C(=C2COC(C2=CC1)=O)C)C#N